CC(CC)[Sn] 2-butyl-tin